(p-nonylphenyl)((2-ethylhexyl)phosphonic acid) neodymium [Nd].C(CCCCCCCC)C1=CC=C(C=C1)C(C(CCCC)CC)P(O)(O)=O